CN(C=1C=CS(C1)O)C 4-dimethylamino-1-thiophenol